C(C1=CC=CC=C1)N(C1=CC=C(C=C1)OCC)C benzylmethylphenetylamine